6-chloro-1-methyl-4-{4-[(4-methylphenyl)methyl]piperazin-1-yl}-2-oxo-1,2-dihydro-1,5-naphthyridine-3-carbonitrile ClC=1N=C2C(=C(C(N(C2=CC1)C)=O)C#N)N1CCN(CC1)CC1=CC=C(C=C1)C